4-[4-(2-aminoethyl)phenyl]-3-(6-pyrrolidin-1-ylpyridazin-4-yl)oxybenzonitrile NCCC1=CC=C(C=C1)C1=C(C=C(C#N)C=C1)OC1=CN=NC(=C1)N1CCCC1